C(C)(C)(C)C12C(N(CC2C1)C(=O)OCC1=NOC=C1C1=CC=C(C=C1)Br)=O (4-(4-bromophenyl)isoxazol-3-yl)methanol tert-butyl-2-oxo-3-azabicyclo[3.1.0]hexane-3-carboxylate